4-(4,6-diphenyl-1,3,5-triazin-2-yl)-2,6-bis(4,5-diphenyl-9H-carbazol-9-yl)benzonitrile C1(=CC=CC=C1)C1=NC(=NC(=N1)C1=CC=CC=C1)C1=CC(=C(C#N)C(=C1)N1C2=CC=CC(=C2C=2C(=CC=CC12)C1=CC=CC=C1)C1=CC=CC=C1)N1C2=CC=CC(=C2C=2C(=CC=CC12)C1=CC=CC=C1)C1=CC=CC=C1